COC1=CC=C(C=C1)N1N=C(N=C1)C(=O)N(C1=CC=C(C=C1)C)C 1-(4-methoxyphenyl)-N-methyl-N-(p-tolyl)-1H-1,2,4-triazole-3-carboxamide